C(C)C1=CC=C(C=C1)CN1C(CCC1=O)CC(=O)N(CC(=O)OC)C Methyl 2-[[2-[1-[(4-ethylphenyl)methyl]-5-oxopyrrolidin-2-yl]acetyl]-methylamino]acetat